2-(2,6-Dioxopiperidin-3-yl)-5-(3-ethynyl-azetidin-1-yl)-6-fluoroisoindoline-1,3-dione O=C1NC(CCC1N1C(C2=CC(=C(C=C2C1=O)N1CC(C1)C#C)F)=O)=O